2-cyano-N-(2-(2-(2-hydroxyethoxy)ethoxy)ethyl)acetamide C(#N)CC(=O)NCCOCCOCCO